COC1(COC1)C#CC1=CC2=C(OC[C@@H](C(N2C)=O)NC(C(=O)NCCC2=CC=CC=C2)=O)C=C1 (S)-N1-(7-((3-methoxyoxetan-3-yl)ethynyl)-5-methyl-4-oxo-2,3,4,5-tetrahydrobenzo[b][1,4]oxazepin-3-yl)-N2-phenethyloxalamide